BrCCCCCCCCCCCCCCCCCCC bromononadecane